CC1=NNC(=C1C=1C=NN(C1)C1(CNC1)CC#N)C 2-(3-(3',5'-dimethyl-1H,1'H-[4,4'-bipyrazol]-1-yl)azetidin-3-yl)acetonitrile